diethyl 2,3-dibutylsuccinate C(CCC)C(C(=O)OCC)C(C(=O)OCC)CCCC